2-chloro-N-(2-(1-(2-(4-chlorophenoxy)-2-methylpropanoyl)piperidin-4-yl)ethyl)acetamide ClCC(=O)NCCC1CCN(CC1)C(C(C)(C)OC1=CC=C(C=C1)Cl)=O